ClC1=CC(=C(C=C1)NC(OC(C)C)=O)C(N[C@H](C(C(=O)NC1CC1)=O)C[C@H]1C(N[C@@H](C1)C)=O)=O isopropyl N-[4-chloro-2-[[(1S)-3-(cyclopropylamino)-1-[[(3S,5R)-5-methyl-2-oxo-pyrrolidin-3-yl]methyl]-2,3-dioxo-propyl]carbamoyl]phenyl]carbamate